(R)-6-(2-((2-(4-(difluoromethoxy)phenyl)-5-methyl-1H-imidazol-1-yl)methyl)phenoxy)-3-methylhexanoic acid FC(OC1=CC=C(C=C1)C=1N(C(=CN1)C)CC1=C(OCCC[C@H](CC(=O)O)C)C=CC=C1)F